(2S,3S,4R,5R)-5-(2,6-diamino-9H-purin-9-yl)-2-fluoro-2-(hydroxymethyl)-4-methyltetrahydrofuran-3,4-diol NC1=NC(=C2N=CN(C2=N1)[C@H]1[C@@]([C@@H]([C@](O1)(CO)F)O)(O)C)N